ClC=1C=C(C=C(C1OC1=CC(=C(C=C1)OC)C(C)C)Cl)N1C(OC(C1)CO)=O 3-(3,5-dichloro-4-(3-isopropyl-4-methoxyphenoxy)phenyl)-5-(hydroxymethyl)Oxazolidin-2-one